3-(3-(4,6-dichloro-5-fluoropyrimidin-2-yl)-1-(2-fluorobenzyl)-1H-pyrazol-5-yl)isoxazole ClC1=NC(=NC(=C1F)Cl)C1=NN(C(=C1)C1=NOC=C1)CC1=C(C=CC=C1)F